2-(4-fluoro-3-hydroxyphenoxy)-6-(2-fluoro-3-hydroxyphenyl)pyridine-4-carbonitrile FC1=C(C=C(OC2=NC(=CC(=C2)C#N)C2=C(C(=CC=C2)O)F)C=C1)O